6-fluoro-5-(2-methylpyridin-3-yl)-[1,2,4]triazolo[1,5-a]pyridine FC=1C=CC=2N(C1C=1C(=NC=CC1)C)N=CN2